6-sulfanyl-7-deaza-8-aza-guanosine SC1(C=2C=NN([C@H]3[C@H](O)[C@H](O)[C@@H](CO)O3)C2N=C(N1)N)O